BrC=1N=NC(=CC1OC1CC1)Cl 3-bromo-6-chloro-4-(cyclopropoxy)pyridazine